ClC1=CC=C(S1)S(=O)(=O)N1CCC2(C(NCN2C2=CC=C(C=C2)F)=O)CC1 8-((5-chlorothiophen-2-yl)sulfonyl)-1-(4-fluorophenyl)-1,3,8-triazaspiro[4.5]decan-4-one